CS(=O)(=O)C1=CC=C(CNC(=O)C=2C(N(C(=C(C2)C(C)=O)C)C2=CC(=CC=C2)C#N)=O)C=C1 5-acetyl-1-(3-cyano-phenyl)-6-methyl-2-oxo-1,2-dihydropyridine-3-carboxylic acid 4-methanesulfonyl-benzylamide